4-(aminomethyl)pyrrolidin-2-one NCC1CC(NC1)=O